3-(3-chlorophenyl)thiazole-2(3H)-imine ClC=1C=C(C=CC1)N1C(SC=C1)=N